BrC1(C(NC2=C(N=CC=C21)C(F)(F)F)=O)Br 3,3-dibromo-7-(trifluoromethyl)-1,3-dihydro-2H-pyrrolo[2,3-c]pyridin-2-one